P(=O)(OC[N+]1=C(C(=CC=C1)C1=CC(=NO1)CC1=CC=C(C=C1)COC1=CC=C(C2=CC=CC=C12)Cl)N)(O)[O-] (2-amino-3-(3-(4-(((4-chloronaphthalen-1-yl)oxy)methyl)benzyl)isoxazol-5-yl)pyridin-1-ium-1-yl)methyl hydrogen phosphate